tert-butyl 3-carbamoyl-1,4,6,7-tetrahydropyrazolo[4,3-c]pyridine-5-carboxylate C(N)(=O)C1=NNC2=C1CN(CC2)C(=O)OC(C)(C)C